CN(C)C(CCN)N(C)C bis-dimethylaminopropyl-amine